(R)-6-(1-(2-hydroxypropyl)-1H-pyrazol-4-yl)-N-(2-methyl-6-(piperidin-1-yl)-2H-indazol-5-yl)picolinamide O[C@@H](CN1N=CC(=C1)C1=CC=CC(=N1)C(=O)NC1=CC2=CN(N=C2C=C1N1CCCCC1)C)C